Tert-Butyl 6-[[Z-fluoro-4-(trifluoromethylsulfanyl)phenyl]methylene]-2-azaspiro[3.3]heptane-2-carboxylate FC1=C(C=CC(=C1)SC(F)(F)F)C=C1CC2(CN(C2)C(=O)OC(C)(C)C)C1